FC(C=1C=CC(=NC1)OCC1N(C2CC(C1)C2)C(=O)OC(C)(C)C)(F)F tert-butyl 3-({[5-(trifluoromethyl) pyridin-2-yl] oxy} methyl)-2-azabicyclo[3.1.1]heptane-2-carboxylate